3-({[(E)-1-amino-2-nitroethenyl]amino}methyl)-1-({3,4-difluoro-2-[(2-fluoro-4-iodophenyl)amino]phenyl}carbonyl)azetidin-3-ol N/C(=C\[N+](=O)[O-])/NCC1(CN(C1)C(=O)C1=C(C(=C(C=C1)F)F)NC1=C(C=C(C=C1)I)F)O